5,6cis-dihydroxycyclohexane-1,3-diene O[C@@H]1C=CC=C[C@@H]1O